(2S,5S)-4-(4-(trifluoromethyl)bicyclo[2.2.1]heptane-1-carbonyl)-2,3,4,5-tetrahydro-2,5-methanopyrido[3,4-f][1,4]thiazepine-9-carbonitrile FC(C12CCC(CC1)(C2)C(=O)N2C[C@H]1SC3=C([C@@H]2C1)C=NC=C3C#N)(F)F